ClC1=C(C=CC(=C1)OC)NCC(=O)O N-(2-chloro-4-methoxyphenyl)glycine